2-(2-chloro-5-formylphenyl)acetonitrile ClC1=C(C=C(C=C1)C=O)CC#N